C(C1=CC=CC=C1)OC1=C(C2=CC=CC=C2C=C1)CC1=C(C=CC2=CC=CC=C12)CNCCN(CC)CC [(1-{[2-(benzyloxy)naphthalen-1-yl]methyl}naphthalen-2-yl)methyl][2-(diethylamino)ethyl]amine